C(N)(=O)C1=[N+](C=CC(=C1)NC(=O)[C@@H]1O[C@]([C@H]([C@H]1C1=C(C(=C(C=C1)F)F)OC)C)(C(F)(F)F)C)[O-] 2-carbamoyl-4-((2R,3S,4S,5R)-3-(3,4-difluoro-2-methoxyphenyl)-4,5-dimethyl-5-(trifluoromethyl)tetrahydrofuran-2-carboxamido)pyridine 1-oxide